F[P-](F)(F)(F)(F)F.CN(C)C(=[N+](C)CC)N1N=NC2=NC=CC=C21 N-[(dimethylamino)-1H-1,2,3-triazolo-[4,5-b]pyridin-1-ylmethylene]-N-ethylmethanaminium hexafluorophosphate